NC1=C(C=C(C=N1)C=1C=NN(C1)C1CCN(CC1)C(CNC1=C2C(N(C(C2=CC=C1)=O)C1C(NC(CC1)=O)=O)=O)=O)O[C@H](C)C1=C(C(=CC=C1Cl)F)Cl 4-((2-(4-(4-(6-amino-5-((R)-1-(2,6-dichloro-3-fluorophenyl)ethoxy)pyridin-3-yl)-1H-pyrazol-1-yl)piperidin-1-yl)-2-oxoethyl)amino)-2-(2,6-dioxopiperidin-3-yl)isoindoline-1,3-dione